S1C=NC2=C1C=CC(=C2)OC2=CC=NC1=CC=C(C=C21)C2=C(C=C(C=C2)C(=O)N2CCOCC2)F (4-(4-(benzo[d]thiazol-5-yloxy)quinolin-6-yl)-3-fluorophenyl)(morpholino)methanone